C(C)(=O)OC(CCOC(C)=O)C methylpropane-1,3-diyl diacetate